O1CCN(CC1)C=1C2=C(N=CN1)NC(=C2)C2=CC=C(C=C2)NC(CC2=CC=CC=C2NC(C=C)=O)=O N-(6-(2-((4-(4-morpholino-7H-pyrrolo[2,3-d]pyrimidin-6-yl)phenyl)amino)-2-oxoethyl)phenyl)acrylamide